C(#N)C=1N=C(SC1N1C(=C(C=C1C)C(=O)NC1=NC2=C(C=NC(=C2)OC)N1)C)C 1-(4-cyano-2-methylthiazol-5-yl)-N-(6-methoxy-3H-imidazo[4,5-c]pyridin-2-yl)-2,5-dimethyl-1H-pyrrole-3-carboxamide